tert-butyl N-[8-[5-(1-cyano-1-methyl-ethyl)-1,3,4-oxadiazol-2-yl]-5,5,7-trifluoro-1-[[4-(5-methoxy-2-pyridyl)phenyl]methyl]-2-oxo-3,4-dihydro-1-benzazepin-3-yl]carbamate C(#N)C(C)(C)C1=NN=C(O1)C1=CC2=C(C(CC(C(N2CC2=CC=C(C=C2)C2=NC=C(C=C2)OC)=O)NC(OC(C)(C)C)=O)(F)F)C=C1F